methyl 2-chloro-5-fluoro-3-iodo-6-methylbenzoate ClC1=C(C(=O)OC)C(=C(C=C1I)F)C